4,4'-((4-(cyclopentylcarbamoyl)pyridine-2,6-diyl)bis(1H-1,2,3-triazole-4,1-diyl))bis(2-hydroxybenzoic acid) C1(CCCC1)NC(=O)C1=CC(=NC(=C1)C=1N=NN(C1)C1=CC(=C(C(=O)O)C=C1)O)C=1N=NN(C1)C1=CC(=C(C(=O)O)C=C1)O